isopropyl 2-(2-(((1R,3S,5S)-3-(2-amino-6-oxo-1H-purin-9(6H)-yl)-5-((tert-butyldimethylsilyl)oxy)-2-methylenecyclopentyl)methoxy)-2-oxido-1,3,2-dioxaphosphinan-5-yl)acetate NC=1NC(C=2N=CN(C2N1)[C@@H]1C([C@@H]([C@H](C1)O[Si](C)(C)C(C)(C)C)COP1(OCC(CO1)CC(=O)OC(C)C)=O)=C)=O